5-((3-(5-(6-methylpyridin-3-yl)-1,2,4-thiadiazol-3-yl)-6-oxopyridazin-1(6H)-yl)meth-yl)picolinonitrile CC1=CC=C(C=N1)C1=NC(=NS1)C1=NN(C(C=C1)=O)CC=1C=CC(=NC1)C#N